FC(C1=C(C=CC=C1)CC=1C=CC=C2C[C@H](C(N(C12)C)=O)NC(=O)N)F ((3R)-8-((2-(difluoromethyl)phenyl)methyl)-1-methyl-2-oxo-1,2,3,4-tetrahydroquinolin-3-yl)urea